(1aR,5aR)-2-(5-Trifluoromethyl-pyridin-2-yl)-1a,2,5,5a-tetrahydro-1H-2,3-diaza-cyclopropa[a]pentalene-4-carboxylic acid (1-hydroxymethyl-cyclopropyl)-amide OCC1(CC1)NC(=O)C=1C=2C[C@@H]3[C@H](C2N(N1)C1=NC=C(C=C1)C(F)(F)F)C3